FC1=C2C(=CN=NC2=C(C=C1)C)NC1=NC(=NC=C1)NC1=CC=C(C=C1)N1CCN(CC1)C N4-(5-fluoro-8-methylcinnolin-4-yl)-N2-(4-(4-methylpiperazin-1-yl)phenyl)pyrimidine-2,4-diamine